pyrrolo[3,4-i][1,6]benzodiazepine N1=CC=CC=C2C1=C1C(C=N2)=CN=C1